ClC=1C=C(C=CC1)C(CCCNC(OC(C)(C)C)=O)=O tert-Butyl [4-(3-chlorophenyl)-4-oxobutyl]carbamate